FC1=C(C(=CC=C1)F)[C@H]1N(OCC1)C1=CC(=NC=N1)NC=1C(=CC(=C(C1)NC(C=C)=O)N1CCC(CC1)N1C[C@@H](N(CC1)C)C)OC N-(5-((6-((S)-3-(2,6-difluorophenyl)isoxazolidine-2-yl)pyrimidine-4-yl)amino)-2-(4-((S)-3,4-dimethylpiperazine-1-yl)piperidine-1-yl)-4-methoxyphenyl)acrylamide